8-methyl-3-phenyl-1,4,8-triazaspiro[4.5]decane-1,3-dien CN1CCC2(N=C(C=N2)C2=CC=CC=C2)CC1